COC(=O)C1=C(C2=C(OC(O2)(C2CCN(CC2)C(=O)C=2N=C(SC2)C)C)C(=C1)Cl)C methyl-7-chloro-2,4-dimethyl-2-(1-(2-methylthiazole-4-carbonyl)piperidin-4-yl)benzo[d][1,3]dioxole-5-carboxylate